C(C)(CC)NC1=NC=C(C(=N1)N1C=C(C=C1)C(=O)N[C@H](CO)C1=CC(=C(C=C1)F)Cl)C 1-(2-(sec-butylamino)-5-methylpyrimidin-4-yl)-N-((S)-1-(3-chloro-4-fluorophenyl)-2-hydroxy-ethyl)-1H-pyrrole-3-amide